FC1=C(C=CC(=C1)OC1=NNC=C1)NC(OCC1=CC=CC=C1)=O benzyl [2-fluoro-4-(1H-pyrazol-3-yloxy)phenyl]carbamate